octacosan-1,28-diol C(CCCCCCCCCCCCCCCCCCCCCCCCCCCO)O